FC1=C(C=CC=C1)C1=CN(C2=CC(=CC=C12)C(=O)OC)C methyl 3-(2-fluorophenyl)-1-methyl-1H-indole-6-carboxylate